2-(3-(4-(cyclopropanesulfonamido)-3-fluorophenyl)-5-hydroxy-1H-pyrazol-1-yl)thiazole-4-carboxylic acid C1(CC1)S(=O)(=O)NC1=C(C=C(C=C1)C1=NN(C(=C1)O)C=1SC=C(N1)C(=O)O)F